CC(CCCC(=O)O)C=CCCCCCC.BrC=1C=CC(=C(C1)C(C)=O)O 1-(5-bromo-2-hydroxyphenyl)ethanone 3-methylundec-4-en-1-yl-acetate